3-((6-fluoroquinolin-4-yl)amino)-N-(4-methyl-3-(pyridin-4-ylamino)phenyl)benzamide FC=1C=C2C(=CC=NC2=CC1)NC=1C=C(C(=O)NC2=CC(=C(C=C2)C)NC2=CC=NC=C2)C=CC1